N[C@H]1CN(CCC1)C(=O)C1=NN(C(=C1)C1=CC(=C(C#N)C=C1)F)C1=C(C=C(C=C1)N1CCCC1)F (R)-4-(3-(3-aminopiperidine-1-carbonyl)-1-(2-fluoro-4-(pyrrolidin-1-yl)phenyl)-1H-pyrazol-5-yl)-2-fluorobenzonitrile